2,3-dimethyl-4-oxo-2-(trifluoromethyl)-3,4-dihydro-2H-pyran-5-carboxylate CC1(OC=C(C(C1C)=O)C(=O)[O-])C(F)(F)F